C(C)(C)N1C(N(C=2N=NC=3C=CC(=CC3C21)C=2C=NC(=CC2)COCCN2CCCC2)C)=O 1-isopropyl-3-methyl-8-(6-((2-(pyrrolidin-1-yl)ethoxy)methyl)pyridin-3-yl)-1H-imidazo[4,5-c]cinnolin-2(3H)-one